C(#N)C1=CC=C(C=C1)C1=CC=C(O1)C(=O)NC(C)C 5-(4-cyanophenyl)-N-isopropylfuran-2-carboxamide